SC1=C(C(=O)N)C=C(C=C1)[N+](=O)[O-] sulfanyl-5-nitro-benzamide